CC(C(=O)C1C(C=C(CC1)C)C)(C)C 2,2-Di-methyl-1-(2,4-dimethyl-3-cyclohexen-1-yl)-1-propanon